[9-(4-chlorophenyl)-8-(3-cyanophenyl)-2-[(2S)-2-(hydroxymethyl)pyrrolidin-1-yl]purin-6-yl]-4-methyl-piperidine-4-carboxamide ClC1=CC=C(C=C1)N1C2=NC(=NC(=C2N=C1C1=CC(=CC=C1)C#N)N1CCC(CC1)(C(=O)N)C)N1[C@@H](CCC1)CO